2-[(1-[[2-(Dimethylamino)phenyl]-methyl]-5-[3-(2-methylpropoxy)-phenyl]-1H-pyrazol-3-yl)methoxy]-2-methylpropanoic acid CN(C1=C(C=CC=C1)CN1N=C(C=C1C1=CC(=CC=C1)OCC(C)C)COC(C(=O)O)(C)C)C